2,4-dichloro-quinoxaline ClC1=NC2=CC=CC=C2N(C1)Cl